C(C)(C)(C)C=1C=C(C=C(C1O)C(C)(C)C)CCC(=O)OC(CCCCC)O hexanediol [beta-(3,5-di-tert-butyl-4-hydroxyphenyl) propionate]